NC1=NC=2C=CC(=CC2C2=C1C=NN2C)C(=O)N(N(C)C(=O)C2CC2)CC2=CC1=C(OC(O1)(F)F)C=C2 4-amino-N'-(cyclopropanecarbonyl)-N-((2,2-difluorobenzo[d][1,3]dioxol-5-yl)methyl)-N',1-dimethyl-1H-pyrazolo[4,3-c]quinoline-8-carbohydrazide